Ethyl (2S,3S)-3-(((S)-1-(isopentylamino)-3-methoxy-1-oxopropan-2-yl)carbamoyl)oxirane-2-carboxylate C(CC(C)C)NC([C@H](COC)NC(=O)[C@@H]1[C@H](O1)C(=O)OCC)=O